5-[4-amino-5-(trifluoromethyl)pyrrolo[2,1-f][1,2,4]triazin-7-yl]-N-[(3R,4S)-4-fluoro-1-(2,4,5-trifluorobenzoyl)pyrrolidin-3-yl]-2-methylbenzamide NC1=NC=NN2C1=C(C=C2C=2C=CC(=C(C(=O)N[C@@H]1CN(C[C@@H]1F)C(C1=C(C=C(C(=C1)F)F)F)=O)C2)C)C(F)(F)F